COCCOC=1C=C(CNC(=O)C2=CC3=CC=CC(=C3C=C2)C2=CC=C(C=C2)C(F)(F)F)C=CC1 N-(3-(2-methoxyethoxy)benzyl)-5-(4-(trifluoromethyl)phenyl)-2-naphthamide